FC1=CC(=C(C=C1)C1=NC(=NC=C1)C(=O)O)C 4-(4-fluoro-2-methylphenyl)pyrimidine-2-carboxylic acid